2-{2-ethyl-6-[(±)-1-(methylsulfonyl)pyrrolidin-3-yl]-5,8-dioxo-5,6,7,8-tetrahydro-4H-pyrazolo[1,5-a]pyrrolo[3,4-d]pyrimidin-4-yl}-N-(5-fluoropyridin-2-yl)acetamide C(C)C1=NN2C(N(C3=C(C2=O)CN(C3=O)[C@H]3CN(CC3)S(=O)(=O)C)CC(=O)NC3=NC=C(C=C3)F)=C1 |r|